(S)-2-chloro-4-(4-(pyrrolidin-3-yloxy)-1H-indazol-6-yl)phenol HCl salt Cl.ClC1=C(C=CC(=C1)C1=CC(=C2C=NNC2=C1)O[C@@H]1CNCC1)O